tert-butyl 3-((4-amino-3-(2-aminobenzo[d]oxazol-5-yl)-1H-pyrazolo[3,4-d]pyrimidin-1-yl) methyl)pyrrolidine-1-carboxylate NC1=C2C(=NC=N1)N(N=C2C=2C=CC1=C(N=C(O1)N)C2)CC2CN(CC2)C(=O)OC(C)(C)C